N1=C(C=CC=C1)CNCC1=CC=C(C=C1)CN(C1CCCC=2C=CC=NC12)[C@H]1[C@@H](CCC1)N N-(2-pyridinylmethyl)-N'-(trans-2-aminocyclopentyl)-N'-(5,6,7,8-tetrahydro-8-quinolinyl)-1,4-benzenedimethanamine